2-phenyl-3,5-bis((R)-1-phenylallyl)pyridine tert-butyl-(3R)-4-(3,3-dimethyl-4-((6-oxo-4-phenylpyrimidin-1(6H)-yl)methyl)piperidine-1-carbonyl)-3-phenylpiperazine-1-carboxylate C(C)(C)(C)OC(=O)N1C[C@H](N(CC1)C(=O)N1CC(C(CC1)CN1C=NC(=CC1=O)C1=CC=CC=C1)(C)C)C1=CC=CC=C1.C1(=CC=CC=C1)C1=NC=C(C=C1[C@H](C=C)C1=CC=CC=C1)[C@H](C=C)C1=CC=CC=C1